6-bromo-1-[(4-methoxyphenyl)methyl]indazol-3-amine BrC1=CC=C2C(=NN(C2=C1)CC1=CC=C(C=C1)OC)N